ClCC1CO1 1-chloro-2,3-propylene oxide